(RS)-2-chloro-N-(1-methylprop-2-ynyl)acetanilide ClCC(=O)N(C1=CC=CC=C1)[C@@H](C#C)C |r|